C1(CC1)C=1N=CC2=C3C(=CC(=C2C1)S(NCC(C)(C)F)(=O)=O)[C@H](CC3)NC(N)=S 3-[(7S)-3-cyclopropyl-5-[(2-fluoro-2-methyl-propyl)sulfamoyl]-8,9-dihydro-7H-cyclopenta[H]Isoquinolin-7-yl]Thiourea